1-[2-[4-(2,6-dibenzyloxy-3-pyridyl)phenyl]ethyl]-4-(4-nitrophenyl)piperazine C(C1=CC=CC=C1)OC1=NC(=CC=C1C1=CC=C(C=C1)CCN1CCN(CC1)C1=CC=C(C=C1)[N+](=O)[O-])OCC1=CC=CC=C1